COC1=NC=CC=C1C1=CN(C2=NC(=CC=C21)NC(=O)C2CC2)COCC[Si](C)(C)C N-(3-(2-methoxypyridin-3-yl)-1-((2-(trimethylsilyl)ethoxy)methyl)-1H-pyrrolo[2,3-b]pyridin-6-yl)cyclopropanecarboxamide